C(C)C1=CC2=C(C3=CC=CC=C3C(=C2C=C1)C(C)C)C(C)C 2-ethyl-9,10-diisopropyl-anthracene